[4-(6-Amino-pyridazin-3-yl)-piperidin-1-yl]-[4-methoxy-5-(4-methoxy-phenoxy)-pyridin-2-yl]-methanon NC1=CC=C(N=N1)C1CCN(CC1)C(=O)C1=NC=C(C(=C1)OC)OC1=CC=C(C=C1)OC